ClC1=NC=C(C(=N1)N1CC(C2=CC=CC=C12)C(=O)O)Cl 1-(2,5-dichloropyrimidin-4-yl)indoline-3-carboxylic acid